methyl (S)-3-(5-bromo-2-(2-(1-methoxyethyl)pyridin-3-yl)-1-(2,2,2-trifluoroethyl)-1H-indol-3-yl)-2,2-dimethylpropanoate BrC=1C=C2C(=C(N(C2=CC1)CC(F)(F)F)C=1C(=NC=CC1)[C@H](C)OC)CC(C(=O)OC)(C)C